C(C)(=O)OCCCO[N+](=O)[O-] 1,3-propanediol mononitrate monoacetate